C(C)N(C1=CC=C(C=C1)C1=NC2=C(N1)C=CC(=C2)N)CC 2-(4-(diethylamino)phenyl)-1H-benzo[d]imidazol-5-amine